t-Butyl N-methyl-N-[4-[5-methyl-4-(4,4,5,5-tetramethyl-1,3,2-dioxaborolan-2-yl)pyrazol-1-yl]cyclohexyl]carbamate CN(C(OC(C)(C)C)=O)C1CCC(CC1)N1N=CC(=C1C)B1OC(C(O1)(C)C)(C)C